(S)-5-[2-hydroxy-3-(anilino)-propoxy]-2-methyl-1-(methylphenyl)indole-3-carboxylic acid ethyl ester C(C)OC(=O)C1=C(N(C2=CC=C(C=C12)OC[C@H](CNC1=CC=CC=C1)O)C1=C(C=CC=C1)C)C